C(C1=CC=CC=C1)N1C2=C(N(C3=C(C1=O)C=CC(=C3)Cl)CCCCN(C/C=C/C(=O)OC)C)C=CC=C2 methyl (E)-4-{[4-(10-benzyl-3-chloro-11-oxo-10,11-dihydro-5H-dibenzo[b,e][1,4]diazepin-5-yl)butyl](methyl)amino}but-2-enoate